(E)-3-(3-(3,5-bis-(trifluoromethyl)-phenyl)-1H-1,2,4-triazol-1-yl)-2-(2-fluoropyridin-4-yl)acrylamide FC(C=1C=C(C=C(C1)C(F)(F)F)C1=NN(C=N1)/C=C(/C(=O)N)\C1=CC(=NC=C1)F)(F)F